3-(3-iodophenyl)propylene IC=1C=C(C=CC1)CC=C